C(C1=CC=CC=C1)OCC1CN(C1)C1=CC(=C(C(=O)OC)C=C1)CO methyl 4-(3-((benzyloxy)methyl) azetidin-1-yl)-2-(hydroxymethyl)benzoate